4-(cyclopropylamino)-N-(2-(1,1-dioxidothiomorpholino)ethyl)-6-(1H-pyrazol-4-yl)quinoline-3-carboxamide C1(CC1)NC1=C(C=NC2=CC=C(C=C12)C=1C=NNC1)C(=O)NCCN1CCS(CC1)(=O)=O